FC1(CCN(CC1)C1=CC(=CC(=C1)[N+](=O)[O-])C)F 4,4-Difluoro-1-(3-methyl-5-nitrophenyl)hexahydropyridine